2-((1r,3r)-3-(2-methoxyethoxy)cyclobutoxy)-N-methylethan-1-amine COCCOC1CC(C1)OCCNC